(R)-1-(3-(8-ethyl-1-(4-(2-fluoro-3-methoxyphenoxy)phenyl)imidazo[1,5-a]pyrazin-3-yl)pyrrolidin-1-yl)prop-2-en-1-one C(C)C=1C=2N(C=CN1)C(=NC2C2=CC=C(C=C2)OC2=C(C(=CC=C2)OC)F)[C@H]2CN(CC2)C(C=C)=O